(1s,4s)-N1-(2-Chloro-5-(1-methyl-1H-pyrazol-3-yl)pyridin-4-yl)-N4-(2,2-difluoroethyl)cyclohexane-1,4-diamine ClC1=NC=C(C(=C1)NC1CCC(CC1)NCC(F)F)C1=NN(C=C1)C